Tert-butyl (2-((5-cyano-4-((2-isopropoxyphenyl)amino)pyridin-2-yl)amino)-5-(4-(dimethylamino)piperidin-1-yl)phenyl)carbamate C(#N)C=1C(=CC(=NC1)NC1=C(C=C(C=C1)N1CCC(CC1)N(C)C)NC(OC(C)(C)C)=O)NC1=C(C=CC=C1)OC(C)C